6-bromobenzo[d]imidazolo[2,1-b]oxazol-2(3H)-one BrC=1C=CC2=C(N3C(O2)=NC(C3)=O)C1